5-bromo-6-methoxypyrimidine BrC=1C=NC=NC1OC